[(piperidin-4-yl)methoxy]quinolin-4-amine N1CCC(CC1)COC1=NC2=CC=CC=C2C(=C1)N